(4-((3-chloro-4-(trifluoromethyl)phenyl)amino)-3-(1-methyl-1H-imidazol-4-yl)phenyl)acrylamide ClC=1C=C(C=CC1C(F)(F)F)NC1=C(C=C(C=C1)C(C(=O)N)=C)C=1N=CN(C1)C